N1=CC=CC2=CC=CC(=C12)NC(C\C=C\C)=O (E)-N-(quinolin-8-yl)pent-3-enamide